3-iodoprop-2-en IC=CC